(3-Chlorobenzylidene)-2-(4-(dimethylamino)styryl)oxazol-5(4H)-one ClC=1C=C(C=C2N=C(OC2=O)C=CC2=CC=C(C=C2)N(C)C)C=CC1